(S)-3-(o-tolyl)morpholine C1(=C(C=CC=C1)[C@@H]1NCCOC1)C